ethyl (2S,3S)-2-(4-hydroxyphenyl)-5-((E)-3-oxo-3-propoxyprop-1-en-1-yl)-2,3-dihydrobenzofuran-3-carboxylate OC1=CC=C(C=C1)[C@H]1OC2=C([C@@H]1C(=O)OCC)C=C(C=C2)\C=C\C(OCCC)=O